(5-hydroxypentyloxy)benzonitrile OCCCCCOC1=C(C#N)C=CC=C1